8-(2-chlorophenyl)-N-(4-morpholinylphenyl)quinazolin-2-amine ClC1=C(C=CC=C1)C=1C=CC=C2C=NC(=NC12)NC1=CC=C(C=C1)N1CCOCC1